CN(CCO)CCO Methyl-Diethanolamine